C(C)N1N=CC=CC1=O 2-ethylpyridazin-3(2H)-one